sodium (S)-3-(2',4'-difluorobiphenyl-3-yl)-3-(3-(1-ethyl-4-oxido-2-oxo-1,2-dihydropyridin-3-yl) ureido)propanoate FC1=C(C=CC(=C1)F)C1=CC(=CC=C1)[C@H](CC(=O)[O-])NC(=O)NC=1C(N(C=CC1[O-])CC)=O.[Na+].[Na+]